NC1=C(C(=O)O)C=C(C=C1)S(=O)(=O)N1CCN(CC1)C 2-amino-5-(4-methylpiperazine-1-ylsulfonyl)-benzoic acid